C(C1=CC=CC=C1)N1C(C2=NC=CC=C2C1=O)=O 6-benzyl-5H-pyrrolo[3,4-b]pyridine-5,7(6H)-dione